ClC1=C(C=C(C(=C1)F)N1C(N(C(=CC1=O)C(F)(F)F)C)=O)C1=NO[C@](C1)(C(=O)OCC)C ethyl (5R)-3-{2-chloro-4-fluoro-5-[3-methyl-2,6-dioxo-4-(trifluoromethyl)-3,6-dihydropyrimidin-1(2H)-yl] phenyl}-5-methyl-4,5-dihydro-1,2-oxazole-5-carboxylate